(4-(3-((6-(trifluoromethyl)pyridin-3-yl)oxy)pyridin-2-yl)piperidin-1-yl)prop-2-en-1-one FC(C1=CC=C(C=N1)OC=1C(=NC=CC1)C1CCN(CC1)C(C=C)=O)(F)F